CC1(N=N1)CCC(=O)ON1C(CCC1=O)=O 2,5-Dioxopyrrolidin-1-yl 3-(3-methyl-3H-diazirin-3-yl)propanoate